[2,6-bis[4-(R)-isopropyl-2-oxazolyl]pyridine] cobalt [Co].C(C)(C)C=1N=C(OC1)C1=NC(=CC=C1)C=1OC=C(N1)C(C)C